(4-bromo-2-spiro[2.5]oct-5-en-6-ylphenyl)carboxamide BrC1=CC(=C(C=C1)C(=O)N)C1=CCC2(CC2)CC1